(6-imidazo[1,2-a]pyridin-6-yl-3,6-dihydro-2H-pyran-4-yl)boronic acid N=1C=CN2C1C=CC(=C2)C2C=C(CCO2)B(O)O